FC=1C=C2C(=NC=NC2=CC1)NC1CCN(CC1)C1=NC=CC=N1 6-fluoro-N-(1-(pyrimidin-2-yl)piperidin-4-yl)quinazolin-4-amine